N1(CCC1)CC=1C=C(C=CC1)C1=CN=C(S1)N1C([C@H]2N(CCN(C2)C#N)CC1)=O (S)-8-(5-(3-(azetidin-1-ylmethyl)phenyl)thiazol-2-yl)-9-oxooctahydro-2H-pyrazino[1,2-a]pyrazine-2-carbonitrile